NC(C(=O)O)CC1=CC=C(C=C1)C=1C(=CC=CC1)C1=CC=CC=C1 2-amino-3-[1,1':2',1''-terphenyl-4-yl]-propionic acid